NC[C@@H](O)C=1C=NN(C1)C1=C(C=C(C#N)C=C1)OC1=NC(=NC(=C1)C1=C(C=CC=C1)F)C 4-[4-[(1S)-2-amino-1-hydroxyethyl]pyrazol-1-yl]-3-[6-(2-fluorophenyl)-2-methylpyrimidin-4-yl]oxybenzonitrile